tris(2,6-di-t-butyl-4-methylphenoxy)aluminum C(C)(C)(C)C1=C(O[Al](OC2=C(C=C(C=C2C(C)(C)C)C)C(C)(C)C)OC2=C(C=C(C=C2C(C)(C)C)C)C(C)(C)C)C(=CC(=C1)C)C(C)(C)C